1-methyl-2-(pyridin-4-yl)-1H-imidazol-5-amine CN1C(=NC=C1N)C1=CC=NC=C1